NCC1CCC(CC1)C(N[C@@H](C(NCCCC[C@H](NC(N[C@@H](CCC(=O)OC(C)(C)C)C(=O)OC(C)(C)C)=O)C(=O)OC(C)(C)C)=O)CC1=CC=C2C=CN=CC2=C1)=O tri-tert-butyl (3R,10S,14S)-1-[(1r,4S)-4-(aminomethyl)cyclohexyl]-3-[(isoquinolin-7-yl)methyl]-1,4,12-trioxo-2,5,11,13-tetraazahexadecane-10,14,16-tricarboxylate